2-[(3R)-3-methyl-[1,4'-bipiperidin]-1'-yl]-1,3-thiazole-5-carboxylic acid hydrochloride Cl.C[C@H]1CN(CCC1)C1CCN(CC1)C=1SC(=CN1)C(=O)O